tert-butyl 3-[6-(2-bromoacetyl)-3-pyridyl]-3-hydroxy-pyrrolidine-1-carboxylate BrCC(=O)C1=CC=C(C=N1)C1(CN(CC1)C(=O)OC(C)(C)C)O